Trimethylsilylpyruvic acid-methyloxime CON=C(C(=O)O)C[Si](C)(C)C